2-(4-((cyclopropylamino)methyl)phenyl)-N-(3-(diethylamino)propyl)benzo[d]imidazo[2,1-b]thiazole-7-carboxamide C1(CC1)NCC1=CC=C(C=C1)C=1N=C2SC3=C(N2C1)C=CC(=C3)C(=O)NCCCN(CC)CC